4-(5-(3-(1H-pyrazol-1-yl)prop-1-yn-1-yl)-3-acetyl-2-methyl-1H-pyrrol-1-yl)benzonitrile N1(N=CC=C1)CC#CC1=CC(=C(N1C1=CC=C(C#N)C=C1)C)C(C)=O